FC=1C=C(C=C(C1)O)C1=CC(=NN1C(F)(F)F)NC(=O)[C@H]1CNC([C@@H]1C)=O (3r,4r)-N-(5-(3-fluoro-5-hydroxyphenyl)-1-(trifluoromethyl)-1H-pyrazol-3-yl)-4-methyl-5-oxopyrrolidine-3-carboxamide